4-{2-[(3S)-3-(dimethylamino)-3-(fluoromethyl)pyrrolidin-1-yl]-8-fluoro-4-(piperidin-1-yl)pyrido[4,3-d]pyrimidin-7-yl}-5-ethynyl-6-fluoronaphthalen-2-ol CN([C@@]1(CN(CC1)C=1N=C(C2=C(N1)C(=C(N=C2)C2=CC(=CC1=CC=C(C(=C21)C#C)F)O)F)N2CCCCC2)CF)C